4-(6-(3-((1-cyclopropyl-1H-pyrazol-4-yl)oxy)azetidin-1-yl)-3-methyl-4-oxo-2-(trifluoromethyl)-3,4-dihydropyrido[3,4-d]pyrimidin-8-yl)-3-fluorobenzonitrile C1(CC1)N1N=CC(=C1)OC1CN(C1)C1=CC2=C(N=C(N(C2=O)C)C(F)(F)F)C(=N1)C1=C(C=C(C#N)C=C1)F